FC1(CCC(CC1)C(C(=O)NC1=NC=CC(=C1)CC=1N(C(C=CC1)=O)C)NC(=O)C1=CC=NN1CC)F N-(1-(4,4-Difluorocyclohexyl)-2-((4-((1-methyl-6-oxo-1,6-dihydropyridin-2-yl)methyl)pyridin-2-yl)amino)-2-oxoethyl)-1-ethyl-1H-pyrazole-5-carboxamide